4,6-di-tert-butyl-2,6-xylenol C(C)(C)(C)C=1C=C(C(C(C1)(C)C(C)(C)C)O)C